(6-(difluoromethyl)-5-fluoro-[2,4'-bipyridyl]-2'-yl)carbamic acid methyl ester COC(NC1=NC=CC(=C1)C1=NC(=C(C=C1)F)C(F)F)=O